BrC1=NN=C(S1)CN1C2(CC2)C(N(C1=O)[C@H](C)C1=CC=CC=C1)=O 4-[(5-bromo-1,3,4-thiadiazol-2-yl)methyl]-6-[(1R)-1-phenylethyl]-4,6-diazaspiro[2.4]heptane-5,7-dione